2-oxoethyl 4-((tert-butoxycarbonyl)amino)butanoate C(C)(C)(C)OC(=O)NCCCC(=O)OCC=O